COC1=CC2=C(SC(=C2)C(=O)N(CCN2CCN(CC2)C)CCC(=O)NC)C(=C1)C=1C=NC=C(C1)OC 5-methoxy-7-(5-methoxypyridin-3-yl)-N-(3-(methylamino)-3-oxopropyl)-N-(2-(4-methylpiperazin-1-yl)ethyl)benzo[b]thiophene-2-carboxamide